2-(3,5-difluorophenyl)-N-(1-oxo-4-phenyl-1,5,6,7-tetrahydro-2H-cyclopenta[d]pyridazin-2-yl)acetamide FC=1C=C(C=C(C1)F)CC(=O)NN1N=C(C2=C(C1=O)CCC2)C2=CC=CC=C2